2-(Dimethylamino)-N-(6-(1-methyl-1H-imidazol-5-yl)isoquinolin-3-yl)Isonicotinamide CN(C=1C=C(C(=O)NC=2N=CC3=CC=C(C=C3C2)C2=CN=CN2C)C=CN1)C